FC1=C(C=CC=C1)N(C(C(C)OC1=CC=C(C=C1)O)=O)C N-(2-fluorophenyl)-N-methyl-2-(4-hydroxyphenoxy)propionamide